2-(4-(3-(7-(5-chloropyrimidin-2-yl)-7-azaspiro[3.5]nonan-2-yl)propoxy)-2-fluorophenyl)-1-(4-((2S,3R,4R,5R)-2,3,4,5,6-pentahydroxyhexyl)piperazin-1-yl)ethan-1-one ClC=1C=NC(=NC1)N1CCC2(CC(C2)CCCOC2=CC(=C(C=C2)CC(=O)N2CCN(CC2)C[C@@H]([C@H]([C@@H]([C@@H](CO)O)O)O)O)F)CC1